[Si](C)(C)(C(C)(C)C)OCC=1C=NC2=CC=C(C(=C2C1C(C)C)C)Cl 3-(((Tert-Butyldimethylsilyl)oxy)methyl)-6-chloro-4-isopropyl-5-methylquinoline